3-Methyl-3H-imidazole-4-sulfonic acid [3-(4-amino-7-methyl-7H-pyrrolo[2,3-d]pyrimidin-5-yl)-2-fluorophenyl]-amide NC=1C2=C(N=CN1)N(C=C2C=2C(=C(C=CC2)NS(=O)(=O)C=2N(C=NC2)C)F)C